ethyl 3-[4-[(4-tert-butyl-5-chloro-2-methyl-benzoyl)amino]-5-methyl-3-pyridyl]-3-oxo-propanoate C(C)(C)(C)C1=CC(=C(C(=O)NC2=C(C=NC=C2C)C(CC(=O)OCC)=O)C=C1Cl)C